5-(2-amino-[1,2,4]triazolo[1,5-a]pyridin-7-yl)-6-methoxynicotinic acid NC1=NN2C(C=C(C=C2)C=2C(=NC=C(C(=O)O)C2)OC)=N1